2-[6-chloro-2,3-difluoro-4-(trifluoromethyl)phenyl]-N-[4-(3-chlorophenoxy)-3-sulfamoylphenyl]acetamide ClC1=CC(=C(C(=C1CC(=O)NC1=CC(=C(C=C1)OC1=CC(=CC=C1)Cl)S(N)(=O)=O)F)F)C(F)(F)F